C(C)(=O)OCC1=C(C=CC=C1)OCNC(CN)=O 2-((2-aminoacetamido)methoxy)benzyl acetate